ClC1=C(C=2N=C(N=C(C2C=N1)N1CC2CCC(C1)N2C(=O)OC(C)(C)C)OCC21CCCN1CCC2)F tert-butyl 3-{7-chloro-8-fluoro-2-[(hexahydro-1H-pyrrolizin-7a-yl)methoxy]pyrido[4,3-d]pyrimidin-4-yl}-3,8-diazabicyclo[3.2.1]octane-8-carboxylate